Cl.N[C@H](C)C=1C=C(C=C2C(N(C(=NC12)C1(CC1)OC)C)=O)C (R)-8-(1-aminoethyl)-2-(1-methoxycyclopropyl)-3,6-dimethylquinazolin-4(3H)-one hydrochloride